(2S,4S)-4-isopropylpyrrolidine-1,2-dicarboxylic acid 1-tert-butyl 2-methyl ester COC(=O)[C@H]1N(C[C@@H](C1)C(C)C)C(=O)OC(C)(C)C